3-[3-methyl-2-oxo-5-[4-(4-piperidyl)-1-piperidyl]benzimidazol-1-yl]piperidine-2,6-dione CN1C(N(C2=C1C=C(C=C2)N2CCC(CC2)C2CCNCC2)C2C(NC(CC2)=O)=O)=O